[C@H]12CC(C[C@@H]2C1)[C@@H](C(=O)NC1=CC=C(C=C1)C=1C(=[N+](C=CC1Cl)[O-])C)NC(=O)C1=CC=NN1CC 3-(4-((S)-2-((1R,3s,5S)-bicyclo[3.1.0]hexan-3-yl)-2-(1-ethyl-1H-pyrazole-5-carboxamido)acetamido)phenyl)-4-chloro-2-methylpyridine 1-oxide